CC1C(C(CCC1)=O)=O 3-methyl-1,2-cyclohexanedione